BrC(CN)CBr 2,3-dibromo-1-propanamine